5-(Imidazo[1,2-b]pyridazin-6-yl)-N-(tetrahydro-2H-pyran-4-yl)-7H-pyrrolo[2,3-d]pyrimidin-2-amine N=1C=CN2N=C(C=CC21)C2=CNC=1N=C(N=CC12)NC1CCOCC1